bis-urethane dimethacrylate C(C(=C)C)(=O)O.C(C(=C)C)(=O)O.NC(=O)OCC.NC(=O)OCC